2-((ethoxycarbothioyl)thio)acetic acid C(C)OC(=S)SCC(=O)O